(+)-rhamnose O=C[C@H](O)[C@H](O)[C@@H](O)[C@@H](O)C